(6R,7R)-3-(Acetyloxymethyl)-7-[[2-[[4-[3-(4-methoxyphenyl)-3-oxoprop-1-enyl]benzoyl]amino]-2-phenylacetyl]amino]-8-oxo-5-thia-1-azabicyclo[4.2.0]oct-2-ene-2-carboxylic acid C(C)(=O)OCC1=C(N2C([C@H]([C@H]2SC1)NC(C(C1=CC=CC=C1)NC(C1=CC=C(C=C1)C=CC(=O)C1=CC=C(C=C1)OC)=O)=O)=O)C(=O)O